ClC1=CC=C2CC(N(CC2=C1)C(=O)OC(C)(C)C)C=O tert-Butyl 7-chloro-3-formyl-3,4-dihydroisoquinoline-2(1H)-carboxylate